FC1=C(CNC=2C=CC=C(C(=O)O)C2)C(=C(C(=C1F)C(F)(F)F)F)F 5-(2,3,5,6-tetrafluoro-4-trifluoromethylbenzylamino)benzoic acid